3-(5-(((1R,2R)-2-(4-methoxy-4-methylpiperidin-1-yl)cyclopentyl)oxy)-1-oxoisoindolin-2-yl)piperidine-2,6-dione COC1(CCN(CC1)[C@H]1[C@@H](CCC1)OC=1C=C2CN(C(C2=CC1)=O)C1C(NC(CC1)=O)=O)C